CSSCC methylethyl disulphide